tert-butyl 6-[8-(1,3-benzothiazol-2-ylcarbamoyl)-3,4-dihydro-1H-isoquinolin-2-yl]-3-[2-methyl-3-[4-(2-oxoethyl)cyclohexoxy]phenyl]pyridine-2-carboxylate S1C(=NC2=C1C=CC=C2)NC(=O)C=2C=CC=C1CCN(CC21)C2=CC=C(C(=N2)C(=O)OC(C)(C)C)C2=C(C(=CC=C2)OC2CCC(CC2)CC=O)C